FC=1C=C2/C(/C(NC2=CC1)=O)=C/C1=C(C(=C(N1)C)C(=O)Cl)C (Z)-5-((5-Fluoro-2-oxoindolin-3-ylidene)methyl)-2,4-dimethyl-1H-pyrrole-3-carbonyl chloride